C(C=CCCCCC)(=O)[O-].[Cu+2].[N+](=O)([O-])C1=NC=C(C=C1N1CCOCC1)C#C[Si](C)(C)C.C(C=CCCCCC)(=O)[O-] 4-{2-nitro-5-[2-(trimethylsilyl)ethynyl]-pyridin-3-yl}morpholine copper (II) octenoate